2-Chloro-5-(4-(4-((2,6-dioxopiperidin-3-yl)amino)-2-fluoro-5-methoxyphenyl)piperazin-1-yl)benzonitrile ClC1=C(C#N)C=C(C=C1)N1CCN(CC1)C1=C(C=C(C(=C1)OC)NC1C(NC(CC1)=O)=O)F